C(=O)(C(=C)C)OC[Si](OC)(OC)C Methacryl-oxymethyl-methyldimethoxysilan